5'-bromo-1'H-spiro[cyclobutane-1,3'-indol]-2'-one BrC=1C=C2C3(C(NC2=CC1)=O)CCC3